C(C)OC(=O)C1=NN=C(N1)CC1CCCC1 5-(cyclopentylmethyl)-4H-1,2,4-triazole-3-carboxylic acid ethyl ester